C(C)(C)(C)OC1CCC(C2=CC=CC=C12)OC(C)(C)C 1,4-di-tert-butoxy-1,2,3,4-tetrahydronaphthalene